alanine methylester COC([C@@H](N)C)=O